N(=C=O)C=1OC2=C(C1)C=CC(=C2)N=C=O 2,6-diisocyanatobenzofuran